O1C(=NCC1)CCCCC=1OCCN1 2,2'-tetramethylene-bis(2-oxazoline)